C(CC)OS(OCCC)(OCCC)[SiH3] tripropoxymercaptosilane